gold (III) trifluoroacetate FC(C(=O)[O-])(F)F.[Au+3].FC(C(=O)[O-])(F)F.FC(C(=O)[O-])(F)F